C(#CCCCCC)C(=O)OC methyl heptynecarboxylate